CN(C(=O)C1=C(C=C2C=NN(C2=C1)CC(C)C)OC1=CC=C(C=C1)F)C1CCN(CC1)C 5-(4-fluorophenoxy)-1-isobutyl-1H-indazole-6-carboxylic acid methyl-(1-methylpiperidin-4-yl) amide